3-(5-bromo-4-methyl-2-pyridinyl)-1H-pyridin-2-one BrC=1C(=CC(=NC1)C=1C(NC=CC1)=O)C